[2-(4-piperidinyl)ethyl]piperidine N1CCC(CC1)CCN1CCCCC1